FC=1C=C(C(=O)NC(C(=O)O)CC)C=C(C1)C(F)(F)F 2-(3-fluoro-5-(trifluoromethyl)benzamido)butanoic acid